C(CC)OC(=O)C=1C=NC2=CC=CC=C2C1 propylquinoline-3-carboxylate